2-(2,6-dioxopiperidin-3-yl)-5-((2-(2-iodoethoxy)ethyl)amino)isoindoline O=C1NC(CCC1N1CC2=CC=C(C=C2C1)NCCOCCI)=O